C(C)NC(=O)C1=C(C2=C(O1)C1=CC=CC=C1C(C2=O)=O)C N-ethyl-3-methyl-4,5-dioxo-4,5-dihydronaphtho[1,2-b]furan-2-carboxamide